tetramethylammonium chloride acrylate C(C=C)(=O)[O-].[Cl-].C[N+](C)(C)C.C[N+](C)(C)C